N1=NC(=NN=C1)C1=CC=C(C=C1)C(NCCOCCOCCOCCOCCOCCOCCOCCNC(NC1=CC=C(CC2C(NCC(NCC(N2)CC(=O)O)CC(=O)O)CC(=O)O)C=C1)=S)=O 2,2',2''-(3-(4-(3-(1-(4-(1,2,4,5-tetrazin-3-yl)phenyl)-1-oxo-5,8,11,14,17,20,23-heptaoxa-2-azapentacosan-25-yl)thioureido)benzyl)-1,4,7-triazonane-2,5,8-triyl)triacetic acid